(1r,4r)-4-((4-(2-((2,6-dimethylpyrimidin-4-yl)amino)pyrazolo[1,5-a]pyridin-5-yl)-6-methylpyridin-3-yl)oxy)cyclohexane-1-carboxamide CC1=NC(=CC(=N1)NC1=NN2C(C=C(C=C2)C2=C(C=NC(=C2)C)OC2CCC(CC2)C(=O)N)=C1)C